NC=1C(=NC(=C(N1)N1N=CC=N1)C=1C=CC=2N(C1)C(=CN2)C)C(=O)NCCCOC 3-amino-N-(3-methoxypropyl)-6-(3-methylimidazo[1,2-a]pyridin-6-yl)-5-(2H-1,2,3-triazol-2-yl)pyrazine-2-carboxamide